ClC(=C(C(=C(Cl)Cl)Cl)Cl)Cl Hexachloro-1,3-butadiene